1-(2-(benzylamino)-2-oxoethyl)-1-(2-((4-methyl-2-((2-(4-methylpiperazin-1-yl)ethyl)carbamoyl)thiophen-3-yl)amino)-2-oxoethyl)azepan-1-ium C(C1=CC=CC=C1)NC(C[N+]1(CCCCCC1)CC(=O)NC1=C(SC=C1C)C(NCCN1CCN(CC1)C)=O)=O